Anthrylethylamine C1=CC=C2C=C3C(=CC2=C1)C=CC=C3CCN